(1,2,5,6-tetrahydro-pyridin-3-yl)-1H-pyrrolo[2,3-b]Pyridine N1CC(=CCC1)N1C=CC=2C1=NC=CC2